NC=1C(=NC(=CC1)C)N(S(=O)(=O)C)C N-(3-amino-6-methylpyridin-2-yl)-N-methylmethanesulfonamide